ethyl 4-amino-3-(4,4,5,5-tetramethyl-1,3,2-dioxaborolan-2-yl)benzoate NC1=C(C=C(C(=O)OCC)C=C1)B1OC(C(O1)(C)C)(C)C